2,5-diphosphothiophene P(=O)(=O)C=1SC(=CC1)P(=O)=O